6-Bromo-4-hydroxypyrazolopyridine-3-carboxylic acid BrC1=CN(C=2C(=C1)N=NC2C(=O)O)O